sodium selenite (Selenite) [Se](=O)([O-])O.[Se](=O)(O)O.[Na+]